(1S,2S)-2-[6-(4-bromo-2,4-difluoro-benzylamino)-pyridin-3-yl]Cyclopropanecarboxylic acid ethyl ester C(C)OC(=O)[C@@H]1[C@H](C1)C=1C=NC(=CC1)NCC1=C(CC(C=C1)(F)Br)F